2-fluoro-6-hydroxyphenyltrifluoroborate potassium salt [K+].FC1=C(C(=CC=C1)O)[B-](F)(F)F